OCCC(CC(=O)C=1N(C=CC1)C)(C)C 5-hydroxy-3,3-dimethyl-1-(1-methyl-1H-pyrrol-2-yl)pentan-1-one